C1(CCCCC1)C(=O)OCCN(CC)CC 2-diethylamino-ethyl cyclohexanecarboxylate